FC=1C=C2C(=C(NC2=CC1)C)C=1NC=2C(=C3C=CC=NC3=C3N=CC=CC23)N1 2-(5-fluoro-2-methyl-1H-indol-3-yl)-1H-imidazo[4,5-f][1,10]phenanthroline